trans-4-((4-(2-Isopropyloxazol-4-yl)pyridine-2-yl)-((trans-4-(5-meth-oxy-6-methyl-pyridin-2-yl)cyclohexyl)methyl)carbamoyl)cyclohexyl 4-methylpiperazine-1-carboxylate CN1CCN(CC1)C(=O)O[C@@H]1CC[C@H](CC1)C(N(C[C@@H]1CC[C@H](CC1)C1=NC(=C(C=C1)OC)C)C1=NC=CC(=C1)C=1N=C(OC1)C(C)C)=O